NC[C@H](C1=CC(=CC=C1)Cl)NC(=O)C=1N=CN(C1)C1=NC(=NC=C1C)NC1=CC=NN1C (S)-N-(2-amino-1-(3-chlorophenyl)ethyl)-1-(5-methyl-2-((1-methyl-1H-pyrazol-5-yl)amino)-pyrimidin-4-yl)-1H-imidazole-4-amide